N-Methylhistamin CNCCC1=CNC=N1